4-benzyl-2-(1-cyclopropyl-1H-pyrazol-4-yl)-6-methylmorpholine C(C1=CC=CC=C1)N1CC(OC(C1)C)C=1C=NN(C1)C1CC1